3-(2-(bis(methyl-d3)amino)ethyl-1,1,2,2-d4)-1H-indol-4-yl acetate C(C)(=O)OC1=C2C(=CNC2=CC=C1)C(C([2H])([2H])N(C([2H])([2H])[2H])C([2H])([2H])[2H])([2H])[2H]